4-((2-Hydroxyethyl)sulfonamido)-N-(2-(4-hydroxypiperidin-1-yl)-6-methylpyrimidin-4-yl)-2-(6-azaspiro[2.5]octan-6-yl)benzamide OCCS(=O)(=O)NC1=CC(=C(C(=O)NC2=NC(=NC(=C2)C)N2CCC(CC2)O)C=C1)N1CCC2(CC2)CC1